FC(CNC=1C=NNC1)(F)F N-(2,2,2-trifluoroethyl)-1H-pyrazol-4-amine